6-ethylpyridin C(C)C1=CC=CC=N1